N-methyl-D-phenylalanine CN[C@H](CC1=CC=CC=C1)C(=O)O